4-oxo-N-{[6-({[(2S)-3,3,3-trifluoro-2-hydroxypropyl]amino}methyl)imidazo[1,2-a]pyridin-2-yl]methyl}-4H-pyrido[1,2-a]pyrimidine-2-carboxamide O=C1C=C(N=C2N1C=CC=C2)C(=O)NCC=2N=C1N(C=C(C=C1)CNC[C@@H](C(F)(F)F)O)C2